C(C)(C)(C)OC(=O)N1C[C@@H](CC1)OC=1C=NC(=CC1)C(C)=O (R)-3-((6-Acetylpyridin-3-yl)oxy)pyrrolidine-1-carboxylic acid tert-butyl ester